3-(5-(7-((3-hydroxyadamantan-1-yl)amino)heptyl)benzofuran-3-yl)piperidine-2,6-dione OC12CC3(CC(CC(C1)C3)C2)NCCCCCCCC=2C=CC3=C(C(=CO3)C3C(NC(CC3)=O)=O)C2